ASCARYLOSE O=C[C@H](O)C[C@@H](O)[C@@H](O)C